(hydroxymethyl)-4-methoxypiperidine-1-carboxylic acid tert-butyl ester C(C)(C)(C)OC(=O)N1C(CC(CC1)OC)CO